CN(C)CC1=CC=C(C=C1)[C@@H]1N(C[C@H](CC1)C)C(C(=O)N)=O 2-((2R,5S)-2-(4-((dimethylamino)methyl)phenyl)-5-methylpiperidin-1-yl)-2-oxoacetamide